CN1C(C2=CC(=CC(=C2C=C1C1=NC=CC=C1)C(C)NC1=C(C(=O)O)C=CC=C1)C)=O 2-((1-(2,7-dimethyl-1-oxo-3-(pyridin-2-yl)-1,2-dihydroisoquinolin-5-yl)ethyl)amino)benzoic acid